2-bromo-N-(p-hydroxyphenyl)butanamide BrC(C(=O)NC1=CC=C(C=C1)O)CC